COC1=CC=C(C=C1)C1=C(CC(O1)CSC)S(=O)(=O)C1=CC=C(C=C1)OC 5-(4-methoxyphenyl)-4-((4-methoxyphenyl)sulfonyl)-2-((methylthio)methyl)-2,3-dihydrofuran